CC1=CC=C(S1)C1=C(C=C(C=C1)O)O 4-(5-methylthiophene-2-yl)benzene-1,3-diol